((1s,3s)-1-{[(benzyloxy)carbonyl]amino}-3-hydroxycyclobutane-1,3-diyl)dimethanediyl bis(4-methylbenzenesulfonate) CC1=CC=C(C=C1)S(=O)(=O)OCC1(CC(C1)(O)COS(=O)(=O)C1=CC=C(C=C1)C)NC(=O)OCC1=CC=CC=C1